tert-butyl (E)-(2-((5-cyclopropyl-1-(3-fluorophenyl)-4-oxo-4,5,6,7-tetrahydro-2H-pyrrolo[3,4-c]pyridin-2-yl)methyl)-3-fluoroallyl)carbamate C1(CC1)N1C(C=2C(CC1)=C(N(C2)C\C(\CNC(OC(C)(C)C)=O)=C\F)C2=CC(=CC=C2)F)=O